NCCNCCNC(C(=O)O)C(=O)O 2-[[2-[(2-Aminoethyl)amino]ethyl]amino]-malonic acid